3-[5-(8-methoxyquinolin-2-yl)-1-oxo-2,3-dihydro-1H-isoindol-2-yl]piperidine COC=1C=CC=C2C=CC(=NC12)C=1C=C2CN(C(C2=CC1)=O)C1CNCCC1